Cl.C(C=C)N allylamine hydrochloride salt